C(C)S(=O)(=O)C1=CC=C(S1)C(=O)NCC1=CC=C(C=C1)C(F)(F)F 5-(ethylsulfonyl)-N-(4-(trifluoromethyl)benzyl)thiophene-2-carboxamide